((S)-1-(4-fluorophenyl)-3,4-dihydroisoquinolin-2(1H)-yl)((2r,5S)-5-hydroxytetrahydro-2H-pyran-2-yl)methanone FC1=CC=C(C=C1)[C@@H]1N(CCC2=CC=CC=C12)C(=O)[C@@H]1OC[C@H](CC1)O